C(C)(C)(C)OC(N(CC(F)(F)F)C1=NC=CC(=C1)C=1OC=C(N1)C(NC=1C(=NN(C1)C1=CC=C(C=C1)C=O)C(NC)=O)=O)=O.N(=C=O)CSC(C)SCN=C=O bis(isocyanatomethyl-thio)ethane Tert-butyl-N-[4-[4-[[1-(4-formylphenyl)-3-(methylcarbamoyl)pyrazol-4-yl]carbamoyl]oxazol-2-yl]-2-pyridyl]-N-(2,2,2-trifluoroethyl)carbamate